(S)-3-Fluoro-2-((S)-3-methylmorpholin-4-yl)-9-(3-methyl-2-oxobutyl)-8-trifluoromethyl-6,7,8,9-tetrahydropyrimido[1,2-a]pyrimidin-4-one FC1=C(N=C2N(C1=O)CC[C@H](N2CC(C(C)C)=O)C(F)(F)F)N2[C@H](COCC2)C